C(C)C=1OC2=C(C=C(C=C2C(C1S)=O)C)C(C)O 2-ethyl-sulfanyl-8-(1-hydroxyethyl)-6-methyl-chromen-4-one